C(C)(=O)C1=C2N=C(C(=NC2=CC(=C1)C)C#N)N1CCC(CC1)(F)F 5-acetyl-3-(4,4-difluoropiperidin-1-yl)-7-methylquinoxaline-2-carbonitrile